C1(CC1)C1=C(C=CC(=C1)N1CCN(CC1)C)NC1=NC=C(C(=N1)NCCCNC(=O)C1CCC1)C(F)F N-(3-((2-((2-cyclopropyl-4-(4-methylpiperazin-1-yl)phenyl)amino)-5-(difluoromethyl)pyrimidin-4-yl)amino)propyl)cyclobutanecarboxamide